trichloromethyl sulfate S(=O)(=O)(OC(Cl)(Cl)Cl)[O-]